5-(Benzyloxymethyl)-2-phenyl-6-(quinolin-6-yl)pyrazolo[1,5-a]pyrimidin-7(4H)-one C(C1=CC=CC=C1)OCC=1NC=2N(C(C1C=1C=C3C=CC=NC3=CC1)=O)N=C(C2)C2=CC=CC=C2